ClC1=C(C=C2C(=N1)N=C(O2)N[C@H]2CN(CCC2)CC)C 5-Chloro-N-[(3R)-1-ethyl-3-piperidyl]-6-methyl-oxazolo[4,5-b]pyridin-2-amine